C(C1=CC(C(=O)O)=CC(C(=O)O)=C1)(=O)O.CC=1C(=C(C2=CC=CC=C2C1)C)C trimethyl-naphthalene trimesate